NC=1C2=C(N=CN1)N(C1=C2C=2C(C(CC1)O)=C(ON2)C2CC2)C(C)C 11-amino-3-cyclopropyl-7-isopropyl-4,5,6,7-tetrahydroisoxazolo[4'',3'':6',7']cyclohepta[1',2':4,5]pyrrolo[2,3-d]pyrimidin-4-ol